3-butene-1-yn C#CC=C